(R)-4-(1-acetyl-4-acryloylpiperazin-2-yl)-6,6'-dichloro-N-methyl-[2,4'-bipyridine]-2'-carboxamide C(C)(=O)N1[C@@H](CN(CC1)C(C=C)=O)C1=CC(=NC(=C1)Cl)C1=CC(=NC(=C1)Cl)C(=O)NC